2-(2,2-Difluoropropyl)propanedioic acid diethyl ester C(C)OC(C(C(=O)OCC)CC(C)(F)F)=O